3-[3-(2,2-dimethoxyethoxy)phenyl]piperidine-2,6-dione COC(COC=1C=C(C=CC1)C1C(NC(CC1)=O)=O)OC